ClC=1C=C(C=C(C1)Cl)C=1OC2=C(N1)C=CC(=C2)C(=O)OC2CN(CC2)C(C)C#N 1-(1-cyanoethyl)pyrrolidin-3-yl 2-(3,5-dichlorophenyl)benzo[d]oxazole-6-carboxylate